(3-chloro-1-(3-methylpyrazin-2-yl)-1H-pyrrolo[2,3-b]pyridin-5-yl)(4-fluoropiperidin-1-yl)methanone ClC1=CN(C2=NC=C(C=C21)C(=O)N2CCC(CC2)F)C2=NC=CN=C2C